C1N(CCC2=CC=CC=C12)C1CC(CC1O)NC([O-])=O (3-(3,4-dihydroisoquinoline-2(1H)-yl)-4-hydroxycyclopentyl)carbamate